8-((2-chlorophenyl)thio)-6-ethyl-2,4-dimethylpyrimido[4,5-c]Isochinolin-1,3,7,10(2H,4H)-Tetraon ClC1=C(C=CC=C1)SC1=CC(C=2C3=C(N=C(C2C1=O)CC)N(C(N(C3=O)C)=O)C)=O